C1(CC1)[C@H]([C@@H](CC(CCNC(OC(C)(C)C)=O)(C)C)CNC1=C(C=C(C(=C1)F)S(N(C1=NC=NS1)CC1=C(C=C(C=C1)OC)OC)(=O)=O)F)NC(OC(C)(C)C)=O di-tert-butyl ((1R,2S)-1-cyclopropyl-2-(((4-(N-(2,4-dimethoxybenzyl)-N-(1,2,4-thiadiazol-5-yl)sulfamoyl)-2,5-difluorophenyl)amino)methyl)-4,4-dimethylhexane-1,6-diyl)dicarbamate